dihydro-3-methylene-2,5-furandione C=C1C(OC(C1)=O)=O